C(C)OC(=O)[C@]1(N(CC1)S(=O)(=O)CC1=CC=CC=C1)C1=CC=CC=C1 |r| (±)-2-phenyl-1-toluenesulfonylazetidine-2-carboxylic acid ethyl ester